FC=1C=NC(=NC1)NC(=O)C=1C=2N(C3=C(C1)C(CC3)OC(C)C)C=NN2 N-(5-Fluoropyrimidin-2-yl)-6-isopropoxy-7,8-dihydro-6H-cyclopenta[e][1,2,4]triazolo[4,3-a]pyridine-4-carboxamide